OC=1C=C(C=CC1O)CCNCCCS(=O)(=O)O 3-{[2-(3,4-dihydroxyphenyl)-ethyl]amino}propane-1-sulfonic acid